perfluorophenyl 7-hydroxyheptanoate OCCCCCCC(=O)OC1=C(C(=C(C(=C1F)F)F)F)F